O=C1N(CC2=C(C=CC=C12)C#CC1CCNCC1)C1C(NC(CC1)=O)=O 3-(1-oxo-4-(piperidin-4-ylethynyl)isoindolin-2-yl)piperidine-2,6-dione